4'-bromo-2,5-difluorobenzidine BrC1(CC=C(C2=C(C=C(N)C(=C2)F)F)C=C1)N